OC1=C2N(C(=NC1=O)[C@H]1N(CCC1)C(=O)C1=CC(=C(C#N)C=C1)C(F)(F)F)CCN(C2=O)CCS(=O)(=O)C2=CC=NC=C2 (S)-4-(2-(9-hydroxy-1,8-dioxo-2-(2-(pyridin-4-ylsulfonyl)ethyl)-1,3,4,8-tetrahydro-2H-pyrazino[1,2-c]pyrimidin-6-yl)pyrrolidine-1-carbonyl)-2-(trifluoromethyl)benzonitrile